ClC=1C=C(C=C(C1OC1=NNC(C(=C1)C(C)C)=O)Cl)C1N(C=CC=C1)C (3,5-dichloro-4-((5-isopropyl-6-oxo-1,6-dihydropyridazin-3-yl)oxy)phenyl)-1-methylpyridine